C(C)N(C1=CC=C(C=C1)CC1=CC=C(C=C1)N(CC)CC)CC bis(4-(diethylamino)phenyl)methane